sec-butoxyhexadecyloxy phosphate P(=O)(OOCCCCCCCCCCCCCCCCOC(C)CC)([O-])[O-]